3-methyl-benzotriazole-4-carboxylic acid CN1N=NC2=C1C(=CC=C2)C(=O)O